FC1=CC=C(C=C1)[C@H]([C@H]1[C@@H]2N(C(C=3N1N=CC(C3O)=O)=O)CCC2)C=2C=C(C=CC2)C (9aR,10S)-10-((S)-(4-Fluorophenyl)(m-tolyl)methyl)-4-hydroxy-8,9,9a,10-tetrahydro-7H-pyrrolo[1',2':4,5]pyrazino[1,2-b]pyridazin-3,5-dion